1-(3-((5-(difluoromethyl)-2-((2-ethyl-4-((1R,5S)-8-methyl-3,8-diazabicyclo[3.2.1]octan-3-yl)phenyl)amino)pyrimidin-4-yl)amino)propyl)pyrrolidin-2-one FC(C=1C(=NC(=NC1)NC1=C(C=C(C=C1)N1C[C@H]2CC[C@@H](C1)N2C)CC)NCCCN2C(CCC2)=O)F